[Fe].N1=CC=C(C=C1)C=1C2=CC=C(N2)C(=C2C=CC(C(=C3C=CC(=C(C=4C=CC1N4)C4=CC=NC=C4)N3)C3=CC=NC=C3)=N2)C2=CC=NC=C2 5,10,15,20-tetra(4-pyridyl)porphyrin iron